N-{2-[(2-chloro-5-fluorophenyl)carbonyl]-3-cyano-4-methoxy-5-[(2,2,2-trifluoroethyl)amino]phenyl}-3-fluoro-5-(trifluoromethyl)benzamide ClC1=C(C=C(C=C1)F)C(=O)C1=C(C=C(C(=C1C#N)OC)NCC(F)(F)F)NC(C1=CC(=CC(=C1)C(F)(F)F)F)=O